COC(=O)C=1C=CC2=C(N(C(=N2)CN2CCC(CC2)C2=NC(=CC=C2)O)CC2OCC2)C1 2-((4-(6-hydroxypyridin-2-yl)piperidin-1-yl)methyl)-1-(oxetan-2-yl-Methyl)-1H-benzo[d]imidazole-6-carboxylic acid methyl ester